C(C)(C)(C)N1CCC2(CC1)C(N(C1=CC(=CC=C12)B1OC(C(O1)(C)C)(C)C)C1CC(C1)=O)=O Tert-butyl-2-oxo-1-(3-oxocyclobutyl)-6-(4,4,5,5-tetramethyl-1,3,2-dioxaborolan-2-yl)spiro[indoline-3,4'-piperidine]